OC(=O)C(F)(F)F.C=1N=CN2C1C1=CC=CC=C1C2C2C(C1(CC2)CCNCC1)O 2-(5H-imidazo[4,3-a]isoindol-5-yl)-8-azaspiro[4.5]decan-1-ol TFA salt